CN(C1(CCCCC1)N)C trans-N,N-dimethylcyclohexane-diamine